CC1=CC(=NC=C1C)NC1=CC(=C(N=N1)C(=O)NC([2H])([2H])[2H])NC1=NC=CC(=C1OC)C1=NN(C=N1)C 6-[(4,5-dimethylpyridin-2-yl)amino]-4-{[3-methoxy-4-(1-methyl-1H-1,2,4-triazol-3-yl)pyridin-2-yl]amino}-N-(2H3)methylpyridazine-3-carboxamide